FC=1C(=C(C=C(N)C1)OCCC=C)[N+](=O)[O-] 5-fluoro-3-(but-3-en-1-yloxy)-4-nitroaniline